6-[6-(dimethylphosphoryl)pyridin-3-yl]-7-fluoro-2-methylquinolin-4-amine CP(=O)(C)C1=CC=C(C=N1)C=1C=C2C(=CC(=NC2=CC1F)C)N